COC=1C=C(\C=N\NC(C2=CN=CC(=C2)C2=CC=C(C=C2)OCC)=O)C=C(C1)OC (E)-N'-(3,5-dimethoxybenzylidene)-5-(4-ethoxyphenyl)nicotinohydrazide